(±)-cis-4-aminocyclohexan-1-ol N[C@H]1CC[C@H](CC1)O |r|